CS(=O)(=O)C=1SC(=CN1)C(=O)N1CC2=CC(=CC=C2CC1)OC1=CC=C(C=C1)C(F)(F)F (2-(methylsulfonyl)thiazol-5-yl)(7-(4-(trifluoro-methyl)phenoxy)-3,4-dihydroisoquinolin-2(1H)-yl)methanone